(R)-9-(1-aminoethyl)-2-((4-methoxybenzyl)oxy)-3,7-dimethyl-4H-pyrido[1,2-a]pyrimidin-4-one N[C@H](C)C1=CC(=CN2C1=NC(=C(C2=O)C)OCC2=CC=C(C=C2)OC)C